ClC1=NC=C(C(=N1)N[C@H]1[C@@H](CCCC1)C#N)C(F)(F)F (trans)-2-((2-chloro-5-(trifluoromethyl)pyrimidin-4-yl)amino)cyclohexane-1-carbonitrile